[Si](C)(C)(C(C)(C)C)O[C@@]1(CC[C@@H]2[C@H]3CC[C@@]4(C(=CC[C@H]4[C@@H]3CC[C@@H]2C1)P(C1=CC=CC=C1)(C1=CC=CC=C1)=O)C)C ((3R,5R,8R,9R,10S,13S,14S)-3-((tert-butyldimethylsilyl)oxy)-3,13-dimethyl-2,3,4,5,6,7,8,9,10,11,12,13,14,15-tetradecahydro-1H-cyclopenta[a]phenanthren-17-yl)diphenylphosphine oxide